C(C1=CC=CC=C1)N1O[C@H]2[C@@H](C1)CN([C@@H]2CN2C(C=1NC=3C=CC(=CC3C1C1=C(C2)C=CC=C1)F)=O)CC1=CC=CC=C1 6-(((3aR,6R,6aS)-2,5-dibenzylhexahydro-2H-pyrrolo[3,4-d]isoxazol-6-yl)methyl)-11-fluoro-5,8-dihydrobenzo[5,6]azepino[3,4-b]indol-7(6H)-one